Cl.ClC1=CC=C(OCCN2CCNCC2)C=C1 1-(2-(4-chlorophenoxy)ethyl)piperazine hydrochloride